BrC=1C(=C2C=NN(C2=CC1)C)I 5-bromo-4-iodo-1-methyl-1H-indazole